tris-trichlorosilyl-germanide Cl[Si](Cl)(Cl)[Ge-]([Si](Cl)(Cl)Cl)[Si](Cl)(Cl)Cl